BrC=1C(=C(C=CC1)C=1C(=C(C=CC1)NC(=O)C1=NN2C(C(CCC2)N2C[C@@H](CC2)O)=C1)C)C N-[3-(3-bromo-2-methyl-phenyl)-2-methyl-phenyl]-4-[(3R)-3-hydroxypyrrolidin-1-yl]-4,5,6,7-tetrahydropyrazolo[1,5-a]pyridine-2-carboxamide